4-ethoxy-3-Methoxyphenylethylamine C(C)OC1=C(C=C(C=C1)CCN)OC